1-formylaminostilbene C(=O)NC1(CC=CC=C1)C=CC1=CC=CC=C1